CN1N=CC2=CC=C(C(=C12)C1=C(C(=CC=2CC(CCC12)(C)C)N1CC2(CN(C2)C(C=C)=O)CC1)C#N)C 1-(1,6-dimethyl-1H-indazol-7-yl)-6,6-dimethyl-3-(2-(2-propenoyl)-2,6-diazaspiro[3.4]octan-6-yl)-5,6,7,8-tetrahydro-2-naphthalenecarbonitrile